5-(tetrahydro-2,5-di-oxo-3-furanyl)-naphthacene O=C1OC(CC1C1=C2C=CC=CC2=CC2=CC3=CC=CC=C3C=C12)=O